(3,7-dimethyl-2,6-octadienoyl)valine CC(=CC(=O)N[C@@H](C(C)C)C(=O)O)CCC=C(C)C